(1-methyl-4-oxo-1,4-dihydroquinolin-7-yl)boronic acid CN1C=CC(C2=CC=C(C=C12)B(O)O)=O